CC1C=CNN1CC(CC)C 5-methyl-N-(2-methylbutyl)pyrazoline